1-(3-bromo-5-(methylsulfonyl)phenyl)-4-fluoro-1H-pyrazole BrC=1C=C(C=C(C1)S(=O)(=O)C)N1N=CC(=C1)F